2-(ethylamino)ethylamine C(C)NCCN